N-(4-cyano-2-fluorophenyl)-4-[(4-methylphenyl)methyl]-1H-pyrrole-3-sulfonamide C(#N)C1=CC(=C(C=C1)NS(=O)(=O)C1=CNC=C1CC1=CC=C(C=C1)C)F